CN1C=NC=2N=CN(C(C12)=O)CC1=NC(=NO1)[C@@H]1CO[C@H](C1)C1=CC(=C(C(=C1)F)F)F 7-methyl-1-((3-((3R,5R)-5-(3,4,5-trifluorophenyl)tetra-hydrofuran-3-yl)-1,2,4-oxadiazol-5-yl)methyl)-1,7-dihydro-6H-purin-6-one